[Ni].[C-]1(C=CC=C1)Cl.[CH-]1C=CC=C1.[Fe+2] ferrocenylchloride nickel